(4-hydroxybutyl)azanediyl-bis(hexane-6,1-diyl)bis(2-hexyldecanoate) OCCCCOC(C(CCCCCCCC)(CCCCCC)CCCCCCNCCCCCCC(C(=O)[O-])(CCCCCCCC)CCCCCC)=O